O1C(=CC=C1)C1=C(C=C(C=C1)CO)NS(=O)(=O)C1=CC=CC=C1 N-(2-(furan-2-yl)-5-(hydroxymethyl)phenyl)benzenesulfonamide